7-Bromo-1,2,3,4-tetrahydroquinoline BrC1=CC=C2CCCNC2=C1